CC1CN2C(C=NC=3C=CC(N1C23)=O)=O (methyl)-1,2-dihydro-3H,8H-2a,5,8a-triazaacenaphthylene-3,8-dione